BrC=1C=C(C=CC1F)NS(=O)(=O)C1=NC=CN=C1OC N-(3-bromo-4-fluorophenyl)-3-methoxypyrazine-2-sulfonamide